C(CC(C)C)NCCC(C)C di-iso-pentylamine